C(C)(C)(C)NC(=O)C=1C=NN2C1N=C(C=C2)N2[C@H](CC(C2)(F)F)C2=CC(=CC=C2)F (R)-N-tert-butyl-5-(4,4-difluoro-2-(3-fluorophenyl)pyrrolidin-1-yl)pyrazolo[1,5-a]pyrimidine-3-carboxamide